3-(difluoromethoxy)-N-methyl-4-nitrobenzamide FC(OC=1C=C(C(=O)NC)C=CC1[N+](=O)[O-])F